5-methyl-6-octyl[1,2,4]triazolo[1,5-a]pyrimidin-7-amine CC1=NC=2N(C(=C1CCCCCCCC)N)N=CN2